C1=C(O)C(C)=CC=C1C(C)C CARVACROL